C(N)(=O)C1=CC=C(C=C1)C[C@@H](C=O)NC(OCC1C2=CC=CC=C2C=2C=CC=CC12)=O (9H-Fluoren-9-yl)methyl (S)-(1-(4-carbamoylphenyl)-3-oxopropan-2-yl)carbamate